C(C)C1C2C3C4C=CC(C3C(C1)C2)C4 8-ethyltetracyclo[4.4.0.12,5.17,10]dodeca-3-ene